C1(CC1)CC=1C2=C(S(C1C#CC)=O)C(=CC=C2)NC2CCOCC2 3-(3-(cyclopropylmethyl)-1-oxido-7-((tetrahydro-2H-pyran-4-yl)amino)benzo[b]thiophen-2-yl)prop-2-yn